Cl.N1=CC=CC=2CCC[C@@H](C12)N (S)-5,6,7,8-tetrahydroquinolin-8-amine hydrochloride